CC1=C(C=C(C=C1)NC(C1=NC=CC(=C1)C(F)(F)F)=O)C1=CC2=C(N=C(N=C2)NC)N2C1=NC[C@@H]2C (S)-N-(4-methyl-3-(9-methyl-2-(methylamino)-8,9-dihydroimidazo[1',2':1,6]pyrido[2,3-d]pyrimidin-6-yl)phenyl)-4-(trifluoromethyl)picolinamide